ferrocenyl-coumarin [C-]1(C=CC=C1)C=1C(OC2=CC=CC=C2C1)=O.[CH-]1C=CC=C1.[Fe+2]